F[C@@H]1[C@H](C1)C1=C(C(=O)N)C(=CC=C1)OC ((1R,2S)-2-fluorocyclopropyl)-6-methoxybenzamide